6-(4-(2-(2,4-dioxotetrahydropyrimidin-1(2H)-yl)benzyl)piperazin-1-yl)-2-(4-phenoxyphenyl)nicotinamide O=C1N(CCC(N1)=O)C1=C(CN2CCN(CC2)C2=NC(=C(C(=O)N)C=C2)C2=CC=C(C=C2)OC2=CC=CC=C2)C=CC=C1